6,7-Dimethoxy-4-(2-phenylethynyl)quinazoline COC=1C=C2C(=NC=NC2=CC1OC)C#CC1=CC=CC=C1